C(C1=CC=CC=C1)OC1=C(C(=C(C(=O)OC)C(=C1)C)O)C methyl 4-(benzyloxy)-2-hydroxy-3,6-dimethylbenzoate